N-(4-(4-oxo-3-phenyl-3,4-dihydro-phthalazin-1-yl)phenyl)ethyl-sulphonamide O=C1N(N=C(C2=CC=CC=C12)C1=CC=C(C=C1)CCNS(=O)=O)C1=CC=CC=C1